C(C)N(CCNCC)CC N1,N1,N2-triethylethane-1,2-diamine